C(C=C)(=O)OCCCCCCCCCCCCCCCCCCCC[Si](OC)(OC)C acryloyloxyEicosylmethyldimethoxysilane